CCOC(=O)C1=CC=CC=C1C(=O)OCC The molecule is the diethyl ester of benzene-1,2-dicarboxylic acid. It has a role as a teratogenic agent, a neurotoxin and a plasticiser. It is a phthalate ester, a diester and an ethyl ester.